COC(CCC(=O)NC1(CCN(CC1)C1=NC(=C(N=C1)C1=C(C(=CC=C1)Cl)Cl)N)C)=O 4-((1-(6-amino-5-(2,3-dichlorophenyl)pyrazin-2-yl)-4-methylpiperidin-4-yl)amino)-4-oxobutanoic acid methyl ester